CC=1C=NC=2N(C1)N=CC2C(=O)NCC=2OC1=C(C2)C=CC=C1C(=O)OCC(F)(F)F 2,2,2-Trifluoroethyl 2-((6-methyl pyrazolo[1,5-a]pyrimidine-3-carboxamido)methyl)benzofuran-7-carboxylate